1-(3-methyl-2-pyridyl)ethanone CC=1C(=NC=CC1)C(C)=O